(E)-10-Benzylidene-6-chloro-3,3-dimethyl-2,3,4a,9,9a,10-hexahydro-1H-indeno[1,2-c]pyrazolo[1,2-a]pyrazol-1-one C(/C1=CC=CC=C1)=C\1/C2C(N3N1C(CC3(C)C)=O)C=3C=C(C=CC3C2)Cl